(S)-1-(3-bromophenyl)-2-methylpiperazine BrC=1C=C(C=CC1)N1[C@H](CNCC1)C